C(#N)C#CC1=CC=C(C(=O)OC2=C(C(=C(C(=C2F)F)S(=O)(=O)[O-])F)F)C=C1 4-((4-(cyano-ethynyl)benzoyl)oxy)-2,3,5,6-tetrafluorobenzenesulfonate